Benzyl 5-(bromomethyl)benzo[b]thiophene-2-carboxylate BrCC1=CC2=C(SC(=C2)C(=O)OCC2=CC=CC=C2)C=C1